2-(2-(dimethylamino)ethyl)-4-methyl-6-(pyridin-2-yl)pyridazin-3(2H)-one hydrochloride Cl.CN(CCN1N=C(C=C(C1=O)C)C1=NC=CC=C1)C